2-[(4,4-difluorocyclohexyl)methyl]-N-(3-fluoro-5-methylsulfonylphenyl)-4-(trifluoromethyl)pyrazole-3-carboxamide FC1(CCC(CC1)CN1N=CC(=C1C(=O)NC1=CC(=CC(=C1)S(=O)(=O)C)F)C(F)(F)F)F